(S)-5-(4-((7-ethyl-6-oxo-5,6-dihydro-1,5-naphthyridin-3-yl)methyl)piperazin-1-yl)-N-(tetrahydrofuran-3-yl)picolinamide C(C)C=1C(NC=2C=C(C=NC2C1)CN1CCN(CC1)C=1C=CC(=NC1)C(=O)N[C@@H]1COCC1)=O